3-((6-(5-bromo-1H-pyrazol-4-yl)-1-oxoisoquinolin-2(1H)-yl)methyl)-N-methylbenzamide BrC1=C(C=NN1)C=1C=C2C=CN(C(C2=CC1)=O)CC=1C=C(C(=O)NC)C=CC1